C1(=CC=CC=C1)C=CC1=CC2=CC=CC3=CC=CC1=C23 1-(2-phenylethenyl)acenaphthylene